(R)-5-ethynyl-N-(pyrrolidin-3-yl)pyrimidin-2-amine HCl salt Cl.C(#C)C=1C=NC(=NC1)N[C@H]1CNCC1